ClCC(=O)NC1=CC=C(C=C1)OC1=CC=C(C=C1)OC 2-chloro-N-(4-(4-methoxyphenoxy)phenyl)acetamide